Tert-Butyl (3R)-2'-{5-[bis(tert-butoxycarbonyl)amino]-6-(trifluoromethyl)pyrazin-2-yl}-5',6'-dihydrospiro[pyrrolidine-3,4'-pyrrolo[1,2-b]pyrazole]-1-carboxylate C(C)(C)(C)OC(=O)N(C=1N=CC(=NC1C(F)(F)F)C=1C=C2N(N1)CC[C@]21CN(CC1)C(=O)OC(C)(C)C)C(=O)OC(C)(C)C